N-phenyl-5-(o-tolyl)-1,3,4-oxadiazol-2-amine C1(=CC=CC=C1)NC=1OC(=NN1)C1=C(C=CC=C1)C